[N+](=O)([O-])C=1C=CC=C2C=CN(C12)S(=O)(=O)C1=CC=CC=C1 7-nitro-1-(benzenesulfonyl)-1H-indole